(2-fluoro-3-nitrophenethyl)carbamic acid FC1=C(CCNC(O)=O)C=CC=C1[N+](=O)[O-]